aluminum-copper-silver [Ag].[Cu].[Al]